N-[3-[2-(difluoromethoxy)-5-[3-fluoro-5-(3-hydroxyazetidin-3-yl)phenoxy]phenyl]-1-methyl-pyrazol-4-yl]pyrazolo[1,5-a]pyrimidine-3-carboxamide FC(OC1=C(C=C(C=C1)OC1=CC(=CC(=C1)C1(CNC1)O)F)C1=NN(C=C1NC(=O)C=1C=NN2C1N=CC=C2)C)F